OC(CCCNC(OC(C)(C)C)=O)(CC=C)C Tert-Butyl N-(4-hydroxy-4-methyl-hept-6-enyl)carbamate